(R)-N-(2-chloro-3-(3-chloro-6'-methoxy-5'-((((5-oxopyrrolidin-2-yl)methyl)amino)methyl)-[2,2'-bipyridin]-4-yl)phenyl)-1,3-dimethyl-2,4-dioxo-1,2,3,4-tetrahydropyrimidine-5-carboxamide ClC1=C(C=CC=C1C1=C(C(=NC=C1)C1=NC(=C(C=C1)CNC[C@@H]1NC(CC1)=O)OC)Cl)NC(=O)C=1C(N(C(N(C1)C)=O)C)=O